1'-{2-[4-(1,1-dioxo-1λ6-thiomorpholine-4-carbonyl)-3-(trifluoromethyl)phenoxy]ethyl}-1-methyl-2-oxo-1,2-dihydrospiro[indole-3,4'-piperidine]-5-carbonitrile O=S1(CCN(CC1)C(=O)C1=C(C=C(OCCN2CCC3(CC2)C(N(C2=CC=C(C=C23)C#N)C)=O)C=C1)C(F)(F)F)=O